(S)-7-((3-bromo-6-fluoro-1-methyl-4-carbonyl-7-(trifluoromethyl)-1,4-dihydroquinolin-2-yl)methyl)-4-ethyl-4-hydroxy-1,7-dihydro-3H-pyrano[3,4-c]pyridine-3,8(4H)-dione BrC1=C(N(C2=CC(=C(C=C2C1=C=O)F)C(F)(F)F)C)CN1C(C2=C(C=C1)[C@@](C(OC2)=O)(O)CC)=O